1-Carboxy-N-(carboxymethyl)-N-(2-hydroxy-4-(1,2,4,5-tetrazin-3-yl)benzyl)methanaminium 2,2,2-trifluoroacetate FC(C(=O)[O-])(F)F.C(=O)(O)C[NH+](CC1=C(C=C(C=C1)C=1N=NC=NN1)O)CC(=O)O